tert-butyl (3S)-4-(6-chloro-8-fluoro-7-(2-fluoro-6-methoxyphenyl)quinazolin-4-yl)-3-methylpiperazine-1-carboxylate ClC=1C=C2C(=NC=NC2=C(C1C1=C(C=CC=C1OC)F)F)N1[C@H](CN(CC1)C(=O)OC(C)(C)C)C